FC(C)(F)C1=NC(=CC(=N1)NC1=CC(=NC=C1OCC1=NC=CC=C1)NC(C)=O)C N-(4-((2-(1,1-difluoroethyl)-6-methylpyrimidin-4-yl)amino)-5-(pyridin-2-ylmethoxy)pyridin-2-yl)acetamide